4-(6-chloro-2-propylfuro[3,2-b]pyridin-3-yl)benzamide ClC=1C=C2C(=NC1)C(=C(O2)CCC)C2=CC=C(C(=O)N)C=C2